OCCCCCCC#CC=1C=CC2=C(C(=CO2)C2C(NC(CC2)=O)=O)C1 3-(5-(8-hydroxyoct-1-yn-1-yl)benzofuran-3-yl)piperidine-2,6-dione